methyl 2-(4-(cyclopent-1-en-1-yl) phenyl)-4,6-dimethylpyrimidine-5-carboxylate C1(=CCCC1)C1=CC=C(C=C1)C1=NC(=C(C(=N1)C)C(=O)OC)C